4-(3-amino-4-fluoro-1H-indazol-5-yl)-N-(2-hydroxycyclopentyl)-3-methylbenzenesulfonamide NC1=NNC2=CC=C(C(=C12)F)C1=C(C=C(C=C1)S(=O)(=O)NC1C(CCC1)O)C